C12N(CC(CC1)C2)C=2C=CC(=C(C2)NC(=O)C2=C(C=C(C(=C2)O)C(=O)O)C(=O)O)C(=O)O 4-[(5-{2-azabicyclo[2.2.1]heptan-2-yl}-2-carboxyphenyl)carbamoyl]-6-hydroxybenzene-1,3-dicarboxylic acid